COC1=C(CNC2=NC=3C=CC(=CC3C3=C2CCC3)C(=O)N(C(C)C3=NC=CC=N3)CC=3N=NC(=CC3)OC)C=CC(=C1)OC 4-((2,4-dimethoxybenzyl)amino)-N-((6-methoxypyridazin-3-yl)methyl)-N-(1-(pyrimidin-2-yl)ethyl)-2,3-dihydro-1H-cyclopenta[c]quinoline-8-carboxamide